C1C=CC2=CC=CC=C21 The molecule is an ortho-fused bicyclic arene comprising of benzene and cyclopentene rings. It is an ortho-fused bicyclic arene and an indene.